(2S,4R)-2-((1H-1,2,3-triazol-1-yl)methyl)-4-(5-(3-vinylphenyl)-oxazole-2-carboxamido)pyrrolidine-1-carboxylic acid tert-butyl ester C(C)(C)(C)OC(=O)N1[C@@H](C[C@H](C1)NC(=O)C=1OC(=CN1)C1=CC(=CC=C1)C=C)CN1N=NC=C1